1,4-bis(dimethylaminomethyl)benzene CN(C)CC1=CC=C(C=C1)CN(C)C